C(C)(C)(C)OC(=O)NC([C@@H](C(=O)OC)NC(C1=CC=C(C=C1)C#CC1=CC=C(C=C1)CNC1CC1)=O)(C)C Methyl (S)-3-((tert-butoxycarbonyl)amino)-2-(4-((4-((cyclopropylamino)methyl)phenyl) ethynyl)benzamido)-3-methylbutanoate